2-ethoxy-5-amino-N-(1-(3-methylphenyl)ethyl)isonicotinamide C(C)OC=1C=C(C(=O)NC(C)C2=CC(=CC=C2)C)C(=CN1)N